acryloxybutyl isocyanate C(C=C)(=O)OCCCCN=C=O